O=C1NC=C(C=2C1=CNN2)C(=O)N 4-oxo-4,5-dihydro-2H-pyrazolo[4,3-c]pyridine-7-carboxamide